BrC1=C(C(=O)OC)C=CC(=C1F)OC[C@H](C)OC1OCCCC1 methyl 2-bromo-3-fluoro-4-((2S)-2-((tetrahydro-2H-pyran-2-yl)oxy)propoxy)benzoate